F[P-](F)(F)(F)(F)F.C1(=CC=CC=C1)S[SH+]C1=CC=CC=C1 (phenylsulfanyl)phenyl-sulfonium hexafluorophosphate